5-Ethoxy-N-(2-furanylmethyl)-1,4-dihydro-1-methyl-2,4-dioxo-6-propylpyrido[2,3-d]pyrimidine-3(2H)-acetamide C(C)OC1=C(C=NC=2N(C(N(C(C21)=O)CC(=O)NCC=2OC=CC2)=O)C)CCC